CC1=CC(=C(C=C1N)N)C 4,6-diamino-1,3-m-xylene